Cl\C=1\C2=C(N(C(C\C1\C=NO)=O)CC1=CC(=C(C=C1)C)F)C=CC=C2 (E)-5-chloro-1-(3-fluoro-4-methylbenzyl)-2-oxo-2,3-dihydro-1H-benzo[b]azepine-4-carbaldehyde oxime